C(C)(C)OC(C)(C)C=1N=C(SC1)NC([C@@H](C)OCC1=CC=NC=C1)=O (R)-N-(4-(2-isopropoxyprop-2-yl)thiazol-2-yl)-2-(pyridin-4-ylmethoxy)propanamide